4-(1-methyl-4-oxo-2-thioxo-1,3-diazaspiro[4.4]non-3-yl)-2-trifluoromethyl-benzonitrile CN1C(N(C(C12CCCC2)=O)C2=CC(=C(C#N)C=C2)C(F)(F)F)=S